N1(N=CC=C1)C1=CC=C(CN(C2=CC=C(C=C2)CN2CCOCC2)CC2=CC(=CC=C2)OC)C=C1 N-(4-(1H-pyrazol-1-yl)benzyl)-N-(3-methoxybenzyl)-4-(morpholinomethyl)aniline